(1,3-dimethylbutyl)-N'-phenyl-phenylenediamine CC(CC(C)C)N(C1=C(C=CC=C1)N)C1=CC=CC=C1